NC1=NC(=C(C(=N1)Cl)C(\C=C\CC1OCCCC1)=O)Cl (E)-1-(2-amino-4,6-dichloropyrimidin-5-yl)-4-(tetrahydropyran-2-yl)-2-buten-1-one